5-oxo-4-phenyl-pyrazine-2-carboxamide O=C1N(C=C(N=C1)C(=O)N)C1=CC=CC=C1